FC1=CC=C(C(C2=CC=C(C=C2)F)(C2=CC=C(C=C2)F)Br)C=C1 trifluorotrityl bromide